CAPRYLALDEHYDE C(CCCCCCC)=O